6-(2-hydroxy-2-(3-methyl-5-(trifluoromethyl)phenyl)acetyl)-2-(1-phenylcyclopropyl)-5,6,7,8-tetrahydropyrido[4,3-d]pyrimidin-4(3H)-one OC(C(=O)N1CC2=C(N=C(NC2=O)C2(CC2)C2=CC=CC=C2)CC1)C1=CC(=CC(=C1)C(F)(F)F)C